OC1=C(C=C(C=C1C)C(C1=C(C=CC=C1)O)C1=CC(=C(C(=C1)C)O)C)C 2-[di(4-hydroxy-3,5-dimethylphenyl)methyl]phenol